CN1CCCCC1 (R)-1-methylpiperidin